2-(Isocyanatomethyl)3-(3-isocyanatopropyl)-6-(isocyanatomethyl)-bicyclo[2.2.1]heptane N(=C=O)CC1C2C(CC(C1CCCN=C=O)C2)CN=C=O